C(C)(C)[C@H]1N=C([C@@H](N=C1OC)CC1=CC=C(C=2N1C=CN2)C2=C(C=C(C(=N2)C)C#N)C(F)(F)F)OC 6-(5-(((2S,5R)-5-isopropyl-3,6-dimethoxy-2,5-dihydropyrazin-2-yl)methyl)imidazo[1,2-a]pyridin-8-yl)-2-methyl-5-(trifluoromethyl)pyridine-3-carbonitrile